2-amino-6-borono-2-(3-(cyclopentyl(methyl)amino)propyl)hexanoic acid NC(C(=O)O)(CCCCB(O)O)CCCN(C)C1CCCC1